NC1=CC2=C(N(CN2)C)C=C1 5-amino-1-methyl-1,3-dihydro-2H-benzo[d]imidazol